diaminobenzenecarboxylic acid sodium salt [Na+].NC=1C(=C(C=CC1)C(=O)[O-])N